C(C)(=O)N1CCC(CC1)NC[C@@]1(OC2=C(C1)C(=C(C(=C2)F)Cl)C2=C(C(=O)N)C=CC(=C2F)OC(F)F)C2=CC=CC=C2 2-((2S,4S)-2-(((1-acetylpiperidin-4-yl)amino)methyl)-5-chloro-6-fluoro-2-phenyl-2,3-dihydrobenzofuran-4-yl)-4-(difluoromethoxy)-3-fluorobenzamide